2-keto-3-methyl-valerate O=C(C(=O)[O-])C(CC)C